5-(3-methanesulfonylbenzoyl)amino-3-(1,4,5,6,7,8,9-heptahydroquinolizin-2-yl)-1H-indole CS(=O)(=O)C=1C=C(C(=O)NC=2C=C3C(=CNC3=CC2)C=2CC3CCCCN3CC2)C=CC1